C(C)C(CC=1C=C(C(C(=O)[O-])=CC1)C(=O)[O-])CCCC 4-mono-(2-ethylhexyl)phthalate